2-ethyl-hexylacrylate C(C)C(COC(C=C)=O)CCCC